methyl-((2-chloro-5-nitropyrimidin-4-yl) (methyl) amino) benzoate C(C1=CC=CC=C1)(=O)ON(CC)C1=NC(=NC=C1[N+](=O)[O-])Cl